[6-[[2-Fluoro-4-(trifluoromethyl)phenyl]methylamino]-2-azaspiro[3.3]heptan-2-yl]-[(3S)-3-(4H-1,2,4-triazol-3-yl)pyrrolidin-1-yl]methanone FC1=C(C=CC(=C1)C(F)(F)F)CNC1CC2(CN(C2)C(=O)N2C[C@H](CC2)C2=NN=CN2)C1